2-(azetidin-3-yl)-6-methylpyridine N1CC(C1)C1=NC(=CC=C1)C